4-(benzo[b]thiophen-3-yl)phenol S1C2=C(C(=C1)C1=CC=C(C=C1)O)C=CC=C2